C1=CC=CC=2C3=CC=CC=C3C(C12)COC(=O)N[C@@H](C(=O)O)CCN1CCN(CC1)CC[C@H](C(=O)OCC=C)NC(=O)OCC=C (R)-2-((((9H-fluoren-9-yl)methoxy)carbonyl)amino)-4-(4-((R)-4-(allyloxy)-3-(((allyloxy)carbonyl)amino)-4-oxobutyl)piperazin-1-yl)butanoic acid